(E)-3-(5-(2-ethoxyvinyl)-3-methyl-2-oxo-2,3-dihydro-1H-benzo[d]imidazol-1-yl)piperidine-2,6-dione C(C)O/C=C/C1=CC2=C(N(C(N2C)=O)C2C(NC(CC2)=O)=O)C=C1